ClC=1C=C(C(=NC1)C1=CN=C(N=N1)N1C[C@@H](N(CC1)C(=O)OC(C)(C)C)C1CC1)OCOC tert-butyl (S)-4-(6-(5-chloro-3-(methoxymethoxy)pyridin-2-yl)-1,2,4-triazin-3-yl)-2-cyclopropylpiperazine-1-carboxylate